(3-Chloro-pyridin-2-yl)-[4-fluoro-3-(7-morpholin-4-yl-quinazolin-4-yl)-phenyl]methanol ClC=1C(=NC=CC1)C(O)C1=CC(=C(C=C1)F)C1=NC=NC2=CC(=CC=C12)N1CCOCC1